2-[6-[3-(1,1-Difluoroethyl)phenyl]pyrazolo[4,3-b]pyridin-1-yl]-1-(3-fluoroazetidin-1-yl)ethanone FC(C)(F)C=1C=C(C=CC1)C=1C=C2C(=NC1)C=NN2CC(=O)N2CC(C2)F